C(C)OC(=O)C=1C(NC(=C(C1C1=CC(=C(C=C1)Cl)Cl)Br)C)=O 5-bromo-4-(3,4-dichlorophenyl)-6-methyl-2-oxo-1H-pyridine-3-carboxylic acid ethyl ester